3-(3-(2-(2,6-dioxopiperidin-3-yl)-1-oxoisoindolin-4-yl)propoxy)propanoic acid O=C1NC(CCC1N1C(C2=CC=CC(=C2C1)CCCOCCC(=O)O)=O)=O